benzyl ((6-chloro-[1,2,4]triazolo[4,3-a]pyridin-3-yl)methyl)carbamate ClC=1C=CC=2N(C1)C(=NN2)CNC(OCC2=CC=CC=C2)=O